(7-methylthieno[3,2-b]pyridine-2-carboxamido)propanoate CC1=C2C(=NC=C1)C=C(S2)C(=O)NC(C(=O)[O-])C